ethyl 5-amino-1-[2-(trifluoromethyl) cyclopropyl]-1H-imidazole-4-carboxylate NC1=C(N=CN1C1C(C1)C(F)(F)F)C(=O)OCC